3-chloro-7-(6-(methyl(2,2,6,6-tetramethylpiperidin-4-yl)amino)pyridazin-3-yl)quinolin-6-ol ClC=1C=NC2=CC(=C(C=C2C1)O)C=1N=NC(=CC1)N(C1CC(NC(C1)(C)C)(C)C)C